4-[[5-amino-1-(2-chloro-4-cyano-phenyl)sulfonyl-1,2,4-triazol-3-yl]amino]-3-chloro-benzonitrile NC1=NC(=NN1S(=O)(=O)C1=C(C=C(C=C1)C#N)Cl)NC1=C(C=C(C#N)C=C1)Cl